C1(CC1)N1C(C2=NC=C(C=C2C1)OC\C(\CNC(OC(C)(C)C)=O)=C/F)=O (Z)-tert-butyl (2-(((6-cyclopropyl-7-oxo-6,7-dihydro-5H-pyrrolo[3,4-b]pyridin-3-yl)oxy)methyl)-3-fluoroallyl)carbamate